CC1=NC(=NC(=C1)C)C1=C(C(=O)N)C=CC(=C1)NC(=S)N (4,6-dimethylpyrimidin-2-yl)-4-thioureidobenzamide